C1=CC=C2C(=C1)C(=O)C=C(C2=O)C(=O)[O-] The molecule is a dioxo monocarboxylic acid anion that is the conjugate base of 1,4-naphthoquinone-2-carboxylic acid, obtained by the deprotonation of the carboxy group; major species at pH 7.3. It is a conjugate base of a 1,4-naphthoquinone-2-carboxylic acid.